C(C1=CC=CC=C1)N1C[C@@H]2C[C@@H]([C@H](C1)N2C(=O)OC(C)(C)C)O[Si](CC)(CC)CC tert-butyl (1S,5S,6S)-3-benzyl-6-triethylsilyloxy-3,8-diazabicyclo[3.2.1]octane-8-carboxylate